NC=1N=CN(C(C1C(=O)OC)=O)C1=C(C=C(C=C1C)F)C methyl 4-amino-1-(4-fluoro-2,6-dimethylphenyl)-6-oxo-1,6-dihydropyrimidine-5-carboxylate